NC1CCN(CC1)C(=O)C=1C=C(C=CC1)C1=C(N(C=C1)S(N)(=O)=O)C(=O)O 3-[3-(4-Aminopiperidine-1-carbonyl)phenyl]-1-sulfamoyl-pyrrole-2-carboxylic acid